2-[2-(5-bromotetrahydrothiophen-3-yl)ethoxy]tetrahydropyran BrC1CC(CS1)CCOC1OCCCC1